FC1=C(C(=C(C(=C1OC(=O)C=1C=C2C(N(C(C2=CC1)=O)C1C(NC(CC1)=O)=O)=O)F)F)F)F 2-(2,6-Dioxopiperidin-3-yl)-1,3-dioxoisoindoline-5-carboxylic acid pentafluorophenyl ester